CN(C(CCCCCCCCCCCCCCCCC)=O)CC(C(C(C(CO)O)O)O)O N-methyl-N-(2,3,4,5,6-pentahydroxyhexyl)-stearamide